N(=[N+]=[N-])C(C(=O)O)=CC1=C(C=C(C=C1)F)OCC1=CC=CC=C1.C(C1=CC=CC=C1)OC1=C2C=C(NC2=CC(=C1)F)C(=O)OCC ethyl 4-(benzyloxy)-6-fluoro-1H-indole-2-carboxylate 2-azido-3-(2-(benzyloxy)-4-fluorophenyl)prop-2-enoate